FC1=CC=C(C=C1)N1N=C(C2=CC=CC=C2C1=O)C=1C=C(C=CC1)N(S(=O)(=O)CC)C N-(3-(3-(4-Fluorophenyl)-4-oxo-3,4-dihydrophthalazin-1-yl)phenyl)-N-methylethaneSulfonamide